N-(2-isobutyl-2-azaspiro[3.3]heptan-6-yl)-5-(3-methylimidazo[1,2-a]pyrimidin-6-yl)pyrrolo[2,1-f][1,2,4]triazin-2-amine C(C(C)C)N1CC2(C1)CC(C2)NC2=NN1C(C=N2)=C(C=C1)C=1C=NC=2N(C1)C(=CN2)C